C(C)OC1=C(C=O)C=C(C=C1)OC 2-ethoxy-5-methoxybenzaldehyde